FC([C@@H]1[C@H](CC1)C(=O)NN)F (1S,2S)-2-(difluoromethyl)cyclobutane-1-carbohydrazide